4-(4,4,5,5-tetramethyl-1,3,2-dioxaborolan-2-yl)-1,2-thiazole CC1(OB(OC1(C)C)C=1C=NSC1)C